2-cyanoethyl (4-(2-(dimethoxyphosphoryl) ethyl) cyclohexyl) diisopropylphosphoramidite C(C)(C)N(P(OCCC#N)OC1CCC(CC1)CCP(=O)(OC)OC)C(C)C